ditolyl-isobenzofuran C1(=C(C=CC=C1)C=1OC(=C2C=CC=CC12)C1=C(C=CC=C1)C)C